(S,E)-3-((3-(2-(2-(4-(bis(methyl-d3)amino)-N-methylbut-2-enamido)propanamido)ethyl)phenyl)amino)-5-(isopropyl(methyl)amino)-6-methylpyrazine-2-carboxamide C([2H])([2H])([2H])N(C/C=C/C(=O)N(C)[C@H](C(=O)NCCC=1C=C(C=CC1)NC=1C(=NC(=C(N1)N(C)C(C)C)C)C(=O)N)C)C([2H])([2H])[2H]